BrC=1C=C2C=NN(C2=CC1)C1=C(\C=N\[S@@](=O)C(C)(C)C)C=CC=C1 (S,E)-N-[2-(5-bromo-1H-indazol-1-yl)benzylidene]-2-methylpropane-2-sulfinamide